C1(=CC=CC=C1)[SiH3] phenylsilane